tert-butyl (4-(oxazol-5-yl)bicyclo[2.2.2]octan-1-yl)carbamate O1C=NC=C1C12CCC(CC1)(CC2)NC(OC(C)(C)C)=O